5-(2-fluoro-4-methyl-phenyl)-2,3-dimethyl-7-((2S)-2-(1-methyl-1H-pyrazol-4-yl)-4-morpholinyl)pyrido-[4,3-d]pyrimidin-4(3H)-one FC1=C(C=CC(=C1)C)C1=NC(=CC=2N=C(N(C(C21)=O)C)C)N2C[C@@H](OCC2)C=2C=NN(C2)C